N1[C@@H](C[C@@H]2CCCC[C@H]12)C(=O)O (2s,3as,7as)-octahydroindole-2-carboxylic acid